C(C1=CC=CC=C1)OC(C(C=C)OC(C)(C)C)(C(F)(F)F)C1=NN=C(O1)C1=C(C=C(C(=N1)NC(CCC=C)(C)C)C(F)(F)F)[N+](=O)[O-] 6-[5-[1-benzyloxy-2-tert-butoxy-1-(trifluoromethyl)but-3-enyl]-1,3,4-oxadiazol-2-yl]-N-(1,1-dimethylpent-4-enyl)-5-nitro-3-(trifluoromethyl)pyridin-2-amine